C=CCCCCCC(CCCCCC=C)O Pentadeca-1,14-dien-8-ol